BrC=1N=C(N(C1Br)C)C(F)(F)F 4,5-dibromo-1-methyl-2-(trifluoromethyl)-1H-imidazole